OC[C@H]1CN2C(C(N(O1)C)=O)=C1C(=N2)CCN(C1)C(=O)[O-] (R)-4-(hydroxymethyl)-2-methyl-1-oxo-1,4,5,8,9,11-hexahydropyrido[4',3':3,4]-pyrazolo[5,1-d][1,2,5]oxadiazepine-10(2H)-carboxylate